(E)-Boc-O-tert-butyl-L-glutamic acid C(=O)(OC(C)(C)C)N[C@@H](CCC(=O)O)C(=O)OC(C)(C)C